C1(=CC=C(C=C1)CC(C(=O)O)C(=O)O)CC(C(=O)O)C(=O)O.ClC=1C(=NC=C(C(=O)N(C)C)C1)N1CCN(CC1)\C(=N/O)\C1=C(C=CC=C1Cl)Cl (Z)-5-chloro-6-(4-((2,6-dichlorophenyl)(hydroxyimino)methyl)piperazin-1-yl)-N,N-dimethylnicotinamide 2,2'-(1,4-phenylene-dimethylene)-bis-malonate